2-(2-chloro-6-fluorophenyl)-2-(6-chloropyridazin-3-yl)acetonitrile ClC1=C(C(=CC=C1)F)C(C#N)C=1N=NC(=CC1)Cl